C[C@H]1CC=2N([C@H](C1)C(=O)N1CCCC1)C(N(N2)CC2=CC=C(C=C2)C)=O |r| (5RS,7RS)-7-Methyl-2-(4-methylbenzyl)-5-(pyrrolidin-1-ylcarbonyl)-5,6,7,8-tetrahydro[1,2,4]triazolo[4,3-a]pyridin-3(2H)-one